spiro[5.4]Decane C1CCCCC12CCCC2